COC(OC)[SiH2]CCCNC(C(C)O)=O N-(3-Dimethoxymethylsilylpropyl)-2-hydroxypropanamid